O1C(=CC=C1CN)CN (furan-2,5-diyl)dimethanamine